C1(=CC=CC=C1)P(=O)(C1=CC=CC=C1)[C@@H](C)C[C@H](C)P(=O)(C1=CC=CC=C1)C1=CC=CC=C1 (2S,4S)-(-)-2,4-bis(diphenylphosphoryl)pentane